FC(C1=CC=C(C=C1)C=1C2=C(N=C(N1)C#N)C=CN2)(F)F 4-(4-(trifluoromethyl)phenyl)-5H-pyrrolo[3,2-d]pyrimidine-2-carbonitrile